2-(4-ethyl-1,4-diazepan-1-yl)-N-(1-isopropylpiperidin-4-yl)-6-methoxy-7-(3-(piperidin-1-yl)propoxy)quinazolin-4-amine C(C)N1CCN(CCC1)C1=NC2=CC(=C(C=C2C(=N1)NC1CCN(CC1)C(C)C)OC)OCCCN1CCCCC1